5-(4-((2R,5S)-5-(4-chlorobenzyl)-2-((4-(trimethylsilyl)-1H-1,2,3-triazol-1-yl)-methyl)morpholino)piperidin-1-yl)-4H-1,2,4-triazol-3-amine 2,2,2-trifluoroacetate FC(C(=O)O)(F)F.ClC1=CC=C(C[C@@H]2N(C[C@@H](OC2)CN2N=NC(=C2)[Si](C)(C)C)C2CCN(CC2)C=2NC(=NN2)N)C=C1